FC(C(=O)O)(F)F.C(C)(C)(C)C1=NOC(=N1)C(=O)NCC1=C(C=C(C=C1)C=1C=2N(C=C(N1)N1CCN(CC1)C)N=CC2)F 3-(tert-butyl)-N-(2-fluoro-4-(6-(4-methylpiperazin-1-yl)pyrazolo[1,5-a]pyrazin-4-yl)benzyl)-1,2,4-oxadiazole-5-carboxamide trifluoroacetate